4,5-dimethoxy-2-nitrobenzaldehyde COC1=CC(=C(C=O)C=C1OC)[N+](=O)[O-]